N[C@]1(CN(CC1)C1=C(C(=C(C=C1Cl)F)CN1CCOCC1)CN1C2=NC=NC(=C2N=C1)N)C(=O)NC1CC1 (R)-3-amino-1-(2-((6-amino-9H-purin-9-yl)methyl)-6-chloro-4-fluoro-3-(morpholinomethyl)phenyl)-N-cyclopropylpyrrolidine-3-carboxamide